NC1=C(C=C(C=N1)C1=NN2C(=C1)C1(CN(CC1)C(=O)N[C@H](C)C1=NC=CC(=C1)C#N)OCC2)C(F)(F)F 2-[6-amino-5-(trifluoromethyl)pyridin-3-yl]-N-[(1R)-1-(4-cyanopyridin-2-yl)ethyl]-6,7-dihydrospiro[pyrazolo[5,1-c][1,4]oxazine-4,3'-pyrrolidine]-1'-carboxamide